2-oxo-N-phenyl-3H-1,3-benzoxazole O=C1OC2=C(N1C1=CC=CC=C1)C=CC=C2